3,3-dimethyl-2-oxobutyrate CC(C(C(=O)[O-])=O)(C)C